1,2-bis(phenylamino)ethane C1(=CC=CC=C1)NCCNC1=CC=CC=C1